CC(=CCOC(CCC(=O)OCC=C(CCC=C(C)C)C)=O)CCC=C(C)C succinic acid bis(3,7-dimethyloct-2,6-dien-1-yl) ester